C1(CCC1)C(COC(=O)N1[C@@H]([C@H](C[C@H]1C)S(=O)(=O)C)CO[C@@H]1C[C@@H]2C[C@@]2(CC1)C1=NC=C(C=N1)F)F (2r,3s,5r)-2-((((1s,3s,6r)-6-(5-fluoropyrimidin-2-yl)bicyclo[4.1.0]hept-3-yl)oxy)methyl)-5-methyl-3-(methylsulfonyl)pyrrolidine-1-carboxylic acid 2-cyclobutyl-2-fluoroethyl ester